NC(C)C1(CCN(CC1)C(=O)OCCCC)O butyl 4-(1-aminoethyl)-4-hydroxypiperidine-1-carboxylate